β-semicarbazidopropionic acid hydrazide N(NC(=O)N)CCC(=O)NN